5-Oxindoleacetic acid N1C(CC2=CC(=CC=C12)CC(=O)O)=O